CC1=CC(=O)C2=C(O1)C=C3C=C(C(=C(C3=C2[O-])OC)C4=C5C(=C(C6=C4C=C(C=C6OC)OC)[O-])C(=O)C=C(O5)C)OC The molecule is a phenolate anion that is the conjugate base of aurasperone A, obtained by deprotonation of the two hydroxy groups at positions 5 and 5'. It is the major microspecies at pH 7.3. It is a conjugate base of an aurasperone A.